C(C)(C)(CC(C)(C)C)C1=C(C=CC=C1)O Tertiary octyl-phenol